1-benzyl-N-((1R,2R)-2-(methoxymethyl)cyclopropyl)-N-methyl-2-oxo-1,2-dihydropyridine-3,5-dicarboxylic acid diamide C(C1=CC=CC=C1)N1C(C(=CC(=C1)C(=O)N)C(=O)N(C)[C@H]1[C@@H](C1)COC)=O